C(C)N1N=C(C=C1)C=1C(=CC(=NC1)NC(C)=O)NC1=NC(=CC=C1OC(C)C)S(=O)(=O)C N-(5-(1-ethyl-1H-pyrazol-3-yl)-4-((3-isopropoxy-6-(methylsulfonyl)pyridin-2-yl)amino)pyridin-2-yl)acetamide